N1(CCNCC1)C1=CC=C(C=N1)C1C(NC(CC1)=O)=O 3-(6-(piperazin-1-yl)pyridin-3-yl)piperidin-2,6-dione